C(C(=O)O)(=O)O.NOCC(=O)OCC ethyl 2-(aminooxy)acetate oxalic acid salt